3-methyl-1H-pyrazole-3,5-dicarboxamide CC1(NNC(=C1)C(=O)N)C(=O)N